ethyl-butyl-imidazolium C(C)[N+]1=C(NC=C1)CCCC